1,4-diisocyanatomethyl-2,3,5,6-tetramethyl-benzene N(=C=O)CC1=C(C(=C(C(=C1C)C)CN=C=O)C)C